2-naphthalenylsulfonyl chloride C1=C(C=CC2=CC=CC=C12)S(=O)(=O)Cl